5-[4-(2,6-dichlorobenzenesulfonyl)-1-piperazinylmethyl]-2-Furanoic acid methyl ester COC(=O)C=1OC(=CC1)CN1CCN(CC1)S(=O)(=O)C1=C(C=CC=C1Cl)Cl